C(N)(=O)C1=C(N(N=C1C1=CC=C(C=C1)CC(=O)NC1=NOC(=C1)C1CC(C1)(C)C)C(C)C)NC(OC(C)(C)C)=O tert-Butyl N-[4-carbamoyl-5-[4-[2-[[5-(3,3-dimethylcyclobutyl)isoxazol-3-yl]amino]-2-oxo-ethyl]phenyl]-2-isopropyl-pyrazol-3-yl]carbamate